N1(CCOCC1)C=CC(=O)NC=1C=NC=C(C1)B1OC(C(O1)(C)C)(C)C 3-(morpholin-4-yl)-N-[5-(4,4,5,5-tetramethyl-1,3,2-dioxaborolan-2-yl)pyridin-3-yl]propenamide